C(C)(C)(C)OC(=O)N1CCN(CC1)C=1C=NC(=CC1C)N 4-(6-amino-4-methylpyridin-3-yl)piperazine-1-carboxylic acid tert-butyl ester